FC=1C(=C(C#N)C=CC1)B1OC(C(O1)(C)C)(C)C 3-fluoro-2-(4,4,5,5-tetramethyl-1,3,2-dioxaborolan-2-yl)benzonitrile